2-(6-acetylpyridin-3-yl)-10-hydroxy-7,7-dimethyl-5,12b-dihydro-1H,7H-chromeno[4,3-c][1,2,4]triazolo[1,2-a]Pyridazine C(C)(=O)C1=CC=C(C=N1)N1CN2N(CC=C3C2C=2C=CC(=CC2OC3(C)C)O)C1